(S)-3-(1H-Benzo[d]imidazol-5-yl)-4-(cyclohexylmethyl)oxazolidin-2-on N1C=NC2=C1C=CC(=C2)N2C(OC[C@@H]2CC2CCCCC2)=O